CCCCC/C=C\C=C\CCCCCCCCC(=O)O 10E,12Z-Octadecadienoic acid